C(C)(=O)C1=C(NC(=C(C(=O)N)C1)C(C)=O)C(C)=O triacetyl-1,4-dihydronicotinamide